CC1=NOC(=C1C1=CC2=C(N(C(=N2)[C@@H]2CCCC(N2)=O)C2CCN(CC2)S(=O)(=O)C=C)C=C1)C (S)-6-(5-(3,5-dimethylisoxazol-4-yl)-1-(1-(vinylsulfonyl)piperidin-4-yl)-1H-benzo[d]imidazol-2-yl)piperidin-2-one